CCCCCCCCC(C)([Si](OC)(OC)OC)[Si](OC)(OC)OC 2-bis(trimethoxysilyl)decane